6-(((1-(1-ethylpiperidin-4-yl)-1H-1,2,3-triazol-4-yl)(pyridin-3-yl)methyl)amino)quinoline-3-carbonitrile C(C)N1CCC(CC1)N1N=NC(=C1)C(C=1C=NC=CC1)NC=1C=C2C=C(C=NC2=CC1)C#N